ClC1=CC=C(S1)CNC1=CC(=NN1C(=O)C=1N=CSC1)C1N(CCC1)C(=O)N1CCOCC1 N-[(5-chlorothiophen-2-yl)methyl]-3-[1-(morpholine-4-carbonyl)pyrrolidin-2-yl]-1-(1,3-thiazole-4-carbonyl)-1H-pyrazol-5-amine